NC(CNC(=O)C1=CN=CC(=N1)C=1NC2=CC(=CC=C2C1)C(=O)OC)(C)C Methyl 2-(6-((2-amino-2-methylpropyl)carbamoyl)pyrazin-2-yl)-1H-indole-6-carboxylate